Trifluoromethanesulfonic acid [(2S,5'R)-7-chloro-1',4-dimethoxy-5'-methyl-3,3'-dioxo-spiro[benzofuran-2,6'-cyclohexen]-6-yl] ester ClC1=C(C=C(C=2C([C@@]3([C@@H](CC(C=C3OC)=O)C)OC21)=O)OC)OS(=O)(=O)C(F)(F)F